4-(3-chloro-7-((2S,4S)-2-(1-cyclopropyl-1H-pyrazol-4-yl)tetrahydro-2H-pyran-4-yl)-2-methyl-4-oxo-4H-pyrazino[1,2-a]pyrimidin-9-yl)benzonitrile ClC1=C(N=C2N(C1=O)C=C(N=C2C2=CC=C(C#N)C=C2)[C@@H]2C[C@H](OCC2)C=2C=NN(C2)C2CC2)C